C(OC(C)CC)(OC)=O secondary-butyl methyl carbonate